1-bromo-9-(4-methoxyphenyl)-9H-carbazole BrC1=CC=CC=2C3=CC=CC=C3N(C12)C1=CC=C(C=C1)OC